2-chloro-N-(5-(4-(trifluoromethyl)benzyl)-1,3,4-thiadiazol-2-yl)nicotinamide ClC1=C(C(=O)NC=2SC(=NN2)CC2=CC=C(C=C2)C(F)(F)F)C=CC=N1